CC1=C(OC2=C(C=C(C=C2)S(=O)(=O)CC)C=2C(=CC(N(C2)C)=O)O[C@@H]2CC[C@H](CC2)NC(OC)=O)C(=CC=C1)C methyl [trans-4-({5-[2-(2,6-dimethylphenoxy)-5-(ethanesulfonyl)phenyl]-1-methyl-2-oxo-1,2-dihydropyridin-4-yl}oxy)cyclohexyl]carbamate